COC(=O)C(C)=CCCCC Hept-2-ene-2-carboxylic acid methyl ester